BrC=1C=NC(=NC1)N1[C@@H]2CN[C@H](C1)C2 (1S,4S)-2-(5-bromopyrimidin-2-yl)-2,5-diazabicyclo[2.2.1]heptane